dibutyl-2,5-dibromoterephthalate C(CCC)OC(C1=C(C=C(C(=O)OCCCC)C(=C1)Br)Br)=O